C(C)CC(C(=O)O)(NC(CCCCCCCCC)C)C.C(C)C(C(=O)O)(C)CNC(CCCCCCCCC=C)=O.ClC1=NC=C(C(=N1)N1CC(C2=CC=CC=C12)(C)CO)Cl (1-(2,5-dichloropyrimidin-4-yl)-3-methylindolin-3-yl)methanol Ethyl-10-undecenoylaminomethylpropionate (Ethyl-methyl-10-undecylaminopropionate)